ethyl 2-[2-(3,6-dihydro-2H-pyran-4-yl)-5-ethyl-7-oxo-6-(piperazin-1-yl)-[1,2,4]triazolo[1,5-a]pyrimidin-4-yl]acetate O1CCC(=CC1)C1=NN2C(N(C(=C(C2=O)N2CCNCC2)CC)CC(=O)OCC)=N1